6-[[6-(trifluoromethyl)-3-pyridyl]methyl]-2-azaspiro[3.3]heptane FC(C1=CC=C(C=N1)CC1CC2(CNC2)C1)(F)F